(S)-2-((4-((2-hydroxy-1-phenylethyl)amino)-5-(3-morpholino-1,2,4-oxadiazol-5-yl)pyridin-2-yl)amino)-6,7-dihydro-5H-pyrrolo[3,4-b]pyridin-5-one OC[C@H](C1=CC=CC=C1)NC1=CC(=NC=C1C1=NC(=NO1)N1CCOCC1)NC1=CC=C2C(=N1)CNC2=O